C(C)OC(C(C(F)(F)F)(C(F)(F)F)F)(C(C(C(F)(F)F)(F)F)(F)F)F 3-ethoxyperfluoro(2-methyl-hexane)